COC1=C(C=CC(=C1)C(F)(F)F)C1=CC2=C(N(C=N2)CC(C)(O)C)C=C1 1-{5-[2-methoxy-4-(trifluoromethyl)phenyl]-1H-benzimidazol-1-yl}-2-methylpropan-2-ol